5,7-dichloro-2-(chloromethyl)benzo[d]oxazole ClC=1C=C(C2=C(N=C(O2)CCl)C1)Cl